(6S)-6-(1-isobutoxyethoxy)-1,4,5-trimethyl-cyclohexene C(C(C)C)OC(C)O[C@H]1C(C(CC=C1C)C)C